5-bromo-2-(3-iodophenyl)-8-methyl-1,7-naphthyridine BrC1=C2C=CC(=NC2=C(N=C1)C)C1=CC(=CC=C1)I